C1(=CC=CC=C1)C1=CC=CC=C1S(=O)(=O)[O-] 6-phenylbenzenesulfonate